N1(CC(=C2N1C=CC=N2)C(=O)O)[2H] pyrazolo[1,5-a]pyrimidine-3-carboxylic acid-1-d